6-(2-((tert-butoxycarbonyl)amino)-3-phenylpropoxy)-8-methylquinoline-5-carboxylic acid benzyl ester C(C1=CC=CC=C1)OC(=O)C=1C=2C=CC=NC2C(=CC1OCC(CC1=CC=CC=C1)NC(=O)OC(C)(C)C)C